tert-butyl trans-3-hydroxy-6-azabicyclo[3.1.1]heptane-6-carboxylate OC1CC2N(C(C1)C2)C(=O)OC(C)(C)C